2-((5-(2-((3R,5R)-6-(diethylamino)-5-hydroxy-2-methylhexan-3-yl)-2,6-diazaspiro[3.4]oct-6-yl)-1,2,4-triazin-6-yl)oxy)-N-ethyl-5-fluoro-N-isopropylbenzamide C(C)N(C[C@@H](C[C@H](C(C)C)N1CC2(C1)CN(CC2)C=2N=CN=NC2OC2=C(C(=O)N(C(C)C)CC)C=C(C=C2)F)O)CC